(S)-5-(5-(1-(2-(3-(difluoromethyl)-4,4,7,7-tetrafluoro-4,5,6,7-tetrahydro-1H-indazol-1-yl)acetamido)-2-(3,5-difluorophenyl)ethyl)thiazolo[4,5-b]pyridin-6-yl)-2-fluorobenzamide FC(C1=NN(C=2C(CCC(C12)(F)F)(F)F)CC(=O)N[C@@H](CC1=CC(=CC(=C1)F)F)C1=C(C=C2C(=N1)N=CS2)C=2C=CC(=C(C(=O)N)C2)F)F